2-amino-4-chloro-5-sulfamoyl-N-(o-tolyl)benzamide NC1=C(C(=O)NC2=C(C=CC=C2)C)C=C(C(=C1)Cl)S(N)(=O)=O